C[C@@H]1CN(C[C@@H](N1)C)C=1SC2=C(N1)C=CC(=C2)OC 2-[(3R,5S)-3,5-dimethylpiperazin-1-yl]-6-methoxy-1,3-benzothiazole